(4R)-4-[4-[3-(1,3-dimethylindazol-6-yl)-1,2,4-oxadiazol-5-yl]piperidine-1-carbonyl]-1-phenyl-pyrrolidin-2-one CN1N=C(C2=CC=C(C=C12)C1=NOC(=N1)C1CCN(CC1)C(=O)[C@@H]1CC(N(C1)C1=CC=CC=C1)=O)C